Cl.C=12C=3C=CC=C(COC(NCCCNC=4C=CC(NN1)=C2C4)=O)C3 8-oxa-10,14,19,20-tetraazatetracyclo[13.5.2.12,6.018,21]tricosa-1(20),2(23),3,5,15(22),16,18(21)-heptaen-9-one hydrochloride